COC(CNCC1=CC(=CC(=C1)C=1OC(=NN1)C=1C(=C(C=CC1)C1=CC=CC=C1)C)Cl)=O (3-chloro-5-(5-(2-methyl-[1,1'-biphenyl]-3-yl)-1,3,4-oxadiazol-2-yl)benzyl)glycine methyl ester